2-bromo-4-trifluoromethyl-5-methyloxybenzenesulfonyl chloride BrC1=C(C=C(C(=C1)C(F)(F)F)OC)S(=O)(=O)Cl